7-Chloro-3-nitro-1H-pyrrolo[3,2-b]pyridine ClC1=C2C(=NC=C1)C(=CN2)[N+](=O)[O-]